OC1C(=O)OC(C(C(C1O)O)O)O 2,3,4,5,6-pentahydroxyhexanolactone